C1(CC(CCC1)CN)CN 1,3-Cyclohexandimethanamin